[Na+].C[N+]1=CNC=2N=CNC(C12)=O 7-methyl-6-oxo-6,9-dihydro-1H-purin-7-ium, Sodium salt